Methyl-d3-magnesium chloride C([2H])([2H])([2H])[Mg]Cl